2,3-dichloro-1,4-diaminoanthraquinone ClC1=C(C=2C(C3=CC=CC=C3C(C2C(=C1Cl)N)=O)=O)N